6-fluoro-2-isopropoxybenzeneCarboxamide FC1=CC=CC(=C1C(=O)N)OC(C)C